C1(CCCCC1)=NCCCCCCN1CC(CC1=O)C(=O)OCCCC butyl 1-(6-(cyclohexylideneamino) hexyl)-5-oxopyrrolidine-3-carboxylate